BrC1C[C@H](C2=CC=CC=C12)N1C(C2=CC=CC=C2C1=O)=O ((1R)-3-bromo-2,3-dihydro-1H-inden-1-yl)isoindoline-1,3-dione